[N+](=O)([O-])C1=C(C=C(C=C1)C(F)(F)F)OCC#C 1-nitro-2-(prop-2-yn-1-yloxy)-4-(trifluoromethyl)benzene